ClC(OC1=CC=C(C=C1)NC(C1=CN=C(C(=C1)N=CC1=CC=NC=C1)N1CC(CC1)O)=O)(F)F N-(4-(chlorodifluoromethoxy)phenyl)-6-(3-hydroxypyrrolidin-1-yl)-5-((pyridin-4-ylmethylene)amino)nicotinamide